CC1=NC=C(C=C1)B1OC(C(O1)(C)C)(C)C 2-methyl-5-(4,4,5,5-tetramethyl-1,3,2-dioxaborolan-2-yl)pyridine